NC1=NN2C(C=C(C=C2)C=2C=C(C(=NC2C)C)C(=O)NCCC2=CC(=CC=C2)OC(F)(F)F)=N1 5-{2-amino-[1,2,4]triazolo[1,5-a]pyridin-7-yl}-2,6-dimethyl-N-{2-[3-(trifluoromethoxy)phenyl]ethyl}pyridine-3-carboxamide